1H-benzimidazole-3-aminium chloride [Cl-].N1CN(C2=C1C=CC=C2)[NH3+]